FC1=CC=C2C(=NN=CC2=C1)C(C)C 7-fluoro-4-isopropylphthalazin